alpha-diazonaphthalene [N+](=[N-])=C1CC=CC2=CC=CC=C12